N-(1-((2R,4R,5R)-5-((bis(4-methoxyphenyl)(phenyl)methoxy)methyl)-4-((tert-butyldimethylsilyl)oxy)tetrahydrofuran-2-yl)-5-methyl-2-oxo-1,2-dihydropyrimidin-4-yl)benzamide COC1=CC=C(C=C1)C(OC[C@@H]1[C@@H](C[C@@H](O1)N1C(N=C(C(=C1)C)NC(C1=CC=CC=C1)=O)=O)O[Si](C)(C)C(C)(C)C)(C1=CC=CC=C1)C1=CC=C(C=C1)OC